CNC1=CC=C(C#N)C=C1 4-(methylamino)benzonitrile